C1=CC=CC2=C1C1=C(PO2)C=CC=C1 6H-Dibenz[c,e][1,2]oxaphosphorine